C1(CCC=CCCCCCCCCCC1)=O 4-CYCLOPENTADECEN-1-ONE